6-chloropyridine-3-thiolate ClC1=CC=C(C=N1)[S-]